C1(=CC=CC=C1)C(C1=CC=CC=C1)OC(=O)C1N2C(C(C2OCC1=C)NC(C1=CC=C(C=C1)C)=O)=O 3-methylene-7-[(4-methylbenzoyl)amino]-8-oxo-5-oxa-1-azabicyclo[4.2.0]octane-2-carboxylic acid diphenylmethyl ester